Cl.N[CH+]CC aminopropylium hydrochloride